ClC1=NC(=CC(=N1)N(C)CCOCCOCCOCCOCCOCCO)C 2-(2-chloro-6-methylpyrimidin-4-yl)-5,8,11,14,17-pentaoxa-2-azanonadecan-19-ol